F[C@H]1CN(CC[C@H]1NC=1C=2N(C=CC1)C(=C(N2)C2=NOC(=N2)CNC(=O)C2CC2)C(=C)F)C N-((3-(8-(((3S,4R)-3-fluoro-1-methylpiperidin-4-yl)amino)-3-(1-fluorovinyl)imidazo[1,2-a]pyridin-2-yl)-1,2,4-oxadiazol-5-yl)methyl)cyclopropanecarboxamide